COC=1SC2=C(N1)C=C(N2)C(=O)N 2-methoxy-4H-pyrrolo[3,2-d]thiazole-5-carboxamide